(S)-2-amino-3-(4-(1-(1-(dimethylamino)-2-methyl-1-oxopropan-2-yl)-1H-pyrazol-4-yl)phenyl)propanoic acid N[C@H](C(=O)O)CC1=CC=C(C=C1)C=1C=NN(C1)C(C(=O)N(C)C)(C)C